C(#N)C1=C(C=CC=2N(C(N(C21)C(C)C)=O)C2=CC(=CC=C2)OC(F)F)C(=O)NC2(CCS(CC2)(=O)=O)C 4-cyano-1-(3-(difluoromethoxy)phenyl)-3-isopropyl-N-(4-methyl-1,1-dioxidotetrahydro-2H-thiopyran-4-yl)-2-oxo-2,3-dihydro-1H-benzo[d]imidazole-5-carboxamide